C1(=CC=CC=C1)C=1C(=C(SC1)C(=O)N)CC=O phenyloxoethyl-thiopheneamide